C1(CC1)C=1C=C(OC=2C=NC=3N(C2C(=O)OC)N=C(C3)F)C=CC1 methyl 6-(3-cyclopropylphenoxy)-2-fluoro-pyrazolo[1,5-a]pyrimidine-7-carboxylate